1-(trans-4-cyanotetrahydro-2H-pyran-3-yl)-3-[(3,4-diethyl-2-hydroxy-1,2-benzoxaborole-6-yl)amino]pyrazole-4-carboxamide C(#N)[C@H]1[C@@H](COCC1)N1N=C(C(=C1)C(=O)N)NC1=CC2=C(C(B(O2)O)CC)C(=C1)CC